tert-Butyl (3-(7-carbamoyl-1H-indol-4-yl)cyclopentyl)carbamate C(N)(=O)C=1C=CC(=C2C=CNC12)C1CC(CC1)NC(OC(C)(C)C)=O